C(C)(C)(C)C1=NOC(=N1)C=1C(=NC(=NC1)NC1=CC(=C(C(=O)N)C=C1)C)N[C@H](CO)C1=CC=CC=C1 4-[[5-(3-tert-butyl-1,2,4-oxadiazol-5-yl)-4-[[(1S)-2-hydroxy-1-phenyl-ethyl]amino]pyrimidin-2-yl]amino]-2-methyl-benzamide